NC1CC(C1)C(=O)N1CCN(CC1)C1=C(C#N)C=C(C=N1)C(F)(F)F 2-(4-((1R,3r)-3-aminocyclobutane-1-carbonyl)piperazin-1-yl)-5-(trifluoromethyl)nicotinonitrile